di-tert-butyl (9S,10S)-9,10-dihydroxy-2,2,17,17-tetramethyloctadecanedioate O[C@@H](CCCCCCC(C(=O)OC(C)(C)C)(C)C)[C@H](CCCCCCC(C(=O)OC(C)(C)C)(C)C)O